(S,Z)-1-((5-chloro-3'-(methoxymethyl)-[1,1'-biphenyl]-2-yl)sulfonyl)-4-fluoro-N-(4-(methylsulfonyl)but-3-en-2-yl)piperidine-4-carboxamide ClC=1C=CC(=C(C1)C1=CC(=CC=C1)COC)S(=O)(=O)N1CCC(CC1)(C(=O)N[C@@H](C)\C=C/S(=O)(=O)C)F